6-methyl-7-oxo-1-[[3-[(1R,5S,6s)-3-phenyl-3-azabicyclo[3.1.0]hexan-6-yl]-1,2,4-oxadiazol-5-yl]methyl]pyrazolo[4,3-d]pyrimidine-3-carbonitrile CN1C=NC2=C(C1=O)N(N=C2C#N)CC2=NC(=NO2)C2[C@H]1CN(C[C@@H]21)C2=CC=CC=C2